methyl 2-hydroxy-7-bromo-2,3-dihydrobenzofuran-4-carboxylate OC1OC=2C(C1)=C(C=CC2Br)C(=O)OC